2-Chloro-N-(3-(1-((4-chlorophenyl)sulfonyl)piperidin-4-yl)propyl)acetamide ClCC(=O)NCCCC1CCN(CC1)S(=O)(=O)C1=CC=C(C=C1)Cl